methyl 6-(4-((S)-2-((1r,4S)-4-(((tert-butoxycarbonyl)amino) methyl)cyclohexanecarboxamido)-3-(naphthalen-2-yl)propoxy)phenyl)quinoline-4-carboxylate C(C)(C)(C)OC(=O)NCC1CCC(CC1)C(=O)N[C@H](COC1=CC=C(C=C1)C=1C=C2C(=CC=NC2=CC1)C(=O)OC)CC1=CC2=CC=CC=C2C=C1